FC(C1=CC=C2C(=N1)CC1(CCN(CC1)C=1C=3N(C(=C(N1)C)C=1C=NN(C1C)C)N=CC3)[C@@H]2N)F (5S)-2-(difluoromethyl)-1'-[7-(1,5-dimethylpyrazol-4-yl)-6-methyl-pyrazolo[1,5-a]pyrazin-4-yl]spiro[5,7-dihydrocyclopenta[b]pyridine-6,4'-piperidine]-5-amine